C(C)(C)(C)OC(=O)N1CCC(CC1)C(C)(O)C=1C=C(C(=C(C(=O)O)C1)C(C1=CC=C(C=C1)Cl)=O)F (+)-5-(1-(1-(tert-butoxycarbonyl)piperidin-4-yl)-1-hydroxyethyl)-2-(4-chlorobenzoyl)-3-fluorobenzoic acid